2-(bromomethyl)-3-fluoro-5-bromopyridine BrCC1=NC=C(C=C1F)Br